COC([C@@H](COC(C)(C)C)N1CCN(CCN(CCNCC1)CC1=CC=CC=C1)CC1=CC=CC=C1)=O (2R)-3-tert-butoxy-2-(4,7-dibenzyl-1,4,7,10-tetraazacyclododecane-1-yl)propanoic acid methyl ester